CN1[C@@H](CN(CC1)C=1C=2C(N=CN1)=NN(C2)C2=CC=C(C=C2)C(F)(F)F)C(=O)NCC2=CC=C(C=C2)SC (S)-1-methyl-N-(4-(methylthio)benzyl)-4-(2-(4-(trifluoromethyl)phenyl)-2H-pyrazolo[3,4-d]pyrimidin-4-yl)piperazine-2-carboxamide